FC1=C(OCC([C@H](C[C@H]2C(NCC2)=O)NC(=O)[C@@H]2[C@H]3C([C@H]3CN2C(=O)OC(C)(C)C)(C)C)=O)C=CC(=C1)F tert-butyl (1R,2S,5S)-2-({(2S)-4-(2,4-difluorophenoxy)-3-oxo-1-[(3S)-2-oxopyrrolidin-3-yl]butan-2-yl}carbamoyl)-6,6-dimethyl-3-azabicyclo[3.1.0]hexane-3-carboxylate